3-(4-propan-2-ylcyclohexen-1-yl)propanal CC(C)C1CC=C(CC1)CCC=O